6-[(3S)-3-(cyanomethyl)piperazin-1-yl]-N-(3-methoxy-1-naphthyl)-2-[[(2R)-1-methylpyrrolidin-2-yl]methoxy]pyrimidine-4-carboxamide C(#N)C[C@H]1CN(CCN1)C1=CC(=NC(=N1)OC[C@@H]1N(CCC1)C)C(=O)NC1=CC(=CC2=CC=CC=C12)OC